BrC1=CC=C(C=C1)C(C(=O)NC1=C(C=CC(=C1)OC)NCC1=C(C=CC=C1)Cl)C 2-(4-bromophenyl)-N-(2-((2-chlorobenzyl)amino)-5-methoxyphenyl)propionamide